O1C(CCCC1)OCCOC[C@H](N)C(=O)O O-(2-((tetrahydro-2H-pyran-2-yl)oxy)ethyl)-L-serine